FC=1C(=C(C(=O)OC)C=C(C1)B1OC(C(O1)(C)C)(C)C)OC methyl 3-fluoro-2-methoxy-5-(4,4,5,5-tetramethyl-1,3,2-dioxaborolan-2-yl)benzoate